C1(CC1)C1NC(CNC1)C 2-cyclopropyl-6-methylpiperazine